COC(=O)C1CC(C1)N1CCOCC1 (1r,3r)-3-morpholinocyclobutane-1-carboxylic acid methyl ester